ClC1=NC(=C(C(=C1C(=O)NC=1SC=2C(=NC(=C(C2)C2=C(N=NN2C)C)F)N1)C1=CC=NC=C1)OC)C chloro-N-(6-(1,4-dimethyl-1H-1,2,3-triazol-5-yl)-5-fluorothiazolo[4,5-b]pyridin-2-yl)-5-methoxy-6-methyl-[4,4'-bipyridine]-3-carboxamide